((3R,4R)-1-(2-cyanoacetyl)-4-methylpiperidin-3-yl)(methyl)amino-N-(4-(piperazin-1-yl)phenyl)-7H-pyrrolo[2,3-d]pyrimidine-7-carboxamide hydrochloride Cl.C(#N)CC(=O)N1C[C@@H]([C@@H](CC1)C)C=1C2=C(N=C(N1)NC)N(C=C2)C(=O)NC2=CC=C(C=C2)N2CCNCC2